C(CCCCCCCCCCCCCCCCCCC(=O)O)(=O)O.OC1(C(NC1)=O)C[N+](=O)[O-] 3-hydroxy-3-(nitromethyl)azetidinone EICOSANEDIOATE